7-benzyl-N-(2-hydroxyethyl)-1-isobutyl-1,2,3,6,7,7a-hexahydro-3aH-3,6-methanopyrrolo[3,2-b]pyridine-3a-carboxamide C(C1=CC=CC=C1)C1C2C3(N=CC1CC3CN2CC(C)C)C(=O)NCCO